C(C1=CC=CC=C1)(=O)ON=C(C(=O)C1=CC=C(C=C1)SC1=CC=CC=C1)CC N-benzoyloxy-1-(4-phenylsulfanylphenyl)butan-1-one-2-imine